5-formylbenzamide C(=O)C=1C=CC=C(C(=O)N)C1